N[C@@H]1C2=CC=CC=C2CC12CCN(CC2)C=2NC(C1=C(N2)NN=C1C1(CC1)C1=CC(=NC=C1)OC1CC1)=O (S)-6-(1-amino-1,3-dihydrospiro[indene-2,4'-piperidine]-1'-yl)-3-(1-(2-cyclopropoxypyridin-4-yl)cyclopropyl)-1,5-dihydro-4H-pyrazolo[3,4-d]pyrimidin-4-one